4-(3-bromopyrazolo[1,5-a]pyrimidin-5-yl)hexahydropyrrolo[3,2-b]pyrrole-1(2H)-carboxylic acid tert-butyl ester C(C)(C)(C)OC(=O)N1C2C(CC1)N(CC2)C2=NC=1N(C=C2)N=CC1Br